2-(4'-[11C]Methylaminophenyl)-6-hydroxybenzothiazole [11CH3]NC1=CC=C(C=C1)C=1SC2=C(N1)C=CC(=C2)O